3-((methylsulfonyl)oxy)-8-azabicyclo[3.2.1]octane-8-carboxylate CS(=O)(=O)OC1CC2CCC(C1)N2C(=O)[O-]